N-(1-(cyclopropylmethyl)-2-(7-methoxy-1-methyl-5-(2,6-diazaspiro[3.4]octane-2-carbonyl)-1H-benzo[d]imidazol-2-yl)-1H-pyrrolo[2,3-b]pyridin-6-yl)-N-(difluoromethyl)methanesulfonamide C1(CC1)CN1C(=CC=2C1=NC(=CC2)N(S(=O)(=O)C)C(F)F)C2=NC1=C(N2C)C(=CC(=C1)C(=O)N1CC2(C1)CNCC2)OC